C(C)(C)(C)N1C[C@H](N(C[C@H]1C)C1=C(C(N(C2=C(C(=C(C=C12)Cl)Br)F)C=1C(=NC=NC1C(C)C)C(C)C)=O)[N+](=O)[O-])C (3R,6R)-1-(tert-butyl)3-methyl-4-(7-bromo-6-chloro-1-(4,6-diisopropylpyrimidin-5-yl)-8-fluoro-3-nitro-2-oxo-1,2-dihydroquinolin-4-yl)-6-methylpiperazin